C(C)(C)(C)OC(=O)NC(CN1CCN(CCC1)C(=O)OCC1=CC=CC=C1)C(=O)OC benzyl 4-(2-((tert-butoxycarbonyl) amino)-3-methoxy-3-oxopropyl)-1,4-diazepane-1-carboxylate